3,3-Difluoro-cyclobutane hydrochloride Cl.FC1(CCC1)F